tert-butyl 4-(5-((7-(butylamino)-5-((methoxycarbonyl)amino)-1H-pyrazolo[4,3-d]pyrimidin-1-yl)methyl)-4-methoxypyridin-2-yl)piperidine-1-carboxylate C(CCC)NC=1C2=C(N=C(N1)NC(=O)OC)C=NN2CC=2C(=CC(=NC2)C2CCN(CC2)C(=O)OC(C)(C)C)OC